1-(benzyloxy)-3-ethylbenzene C(C1=CC=CC=C1)OC1=CC(=CC=C1)CC